cis-2-nonadecene-1,1-dicarboxylic anhydride C1(\C=C/CCCCCCCCCCCCCCCC)C(=O)OC1=O